5-((2-Hydroxynaphthalen-1-yl)methyl)quinoxalin-6-ol OC1=C(C2=CC=CC=C2C=C1)CC1=C2N=CC=NC2=CC=C1O